C(C)(=O)NC1CN(CCC1)CC=1C=C(C(N(C1)CC(F)(F)F)=O)C(=O)NC1=CC(=CC=C1)C(CC1=NN=CN1C)(C)C 5-((3-Acetamidopiperidin-1-yl)methyl)-N-(3-(2-methyl-1-(4-methyl-4H-1,2,4-triazol-3-yl)propan-2-yl)phenyl)-2-oxo-1-(2,2,2-trifluoroethyl)-1,2-dihydropyridine-3-carboxamide